2-(bis(4-methoxybenzyl)amino)-6-fluoro-5-((triisopropylsilyl)ethynyl)quinolin-4-ol COC1=CC=C(CN(C2=NC3=CC=C(C(=C3C(=C2)O)C#C[Si](C(C)C)(C(C)C)C(C)C)F)CC2=CC=C(C=C2)OC)C=C1